FC1(CN(CCC1)C=1OC2=C(N1)C=C(C=C2)NC(=O)C=2C=C1CCCOC1=CC2)F chroman-6-carboxylic acid [2-(3,3-difluoro-piperidin-1-yl)-benzooxazol-5-yl]-amide